COC1=C(C=CC=C1)[C@@H]1CCC2=NC=3C(=NC(=CC3)C=3C=NC(=NC3)N3C[C@@H]4N(CC3)C(NC4)=O)N21 (R)-7-(5-((S)-8-(2-methoxyphenyl)-7,8-dihydro-6H-pyrrolo[2',1':2,3]imidazo[4,5-b]pyridin-2-yl)pyrimidin-2-yl)hexahydroimidazo[1,5-a]pyrazin-3(2H)-one